2,7-dimethyl-fluorenone CC=1C(C2=CC3=CC(=CC=C3C2=CC1)C)=O